NCCOCCC(=O)N1CC(CC1)NC(=O)C1=C(C=C(C=C1)NC(=O)C=1N(C(=CN1)C1=C(C(=C(C=C1)OC)F)F)C)Cl N-[4-[[1-[3-(2-aminoethoxy)propanoyl]pyrrolidin-3-yl]carbamoyl]-3-chloro-phenyl]-5-(2,3-difluoro-4-methoxy-phenyl)-1-methyl-imidazole-2-carboxamide